tert-Butyl 4-(4-oxobutyl)piperidine-1-carboxylate O=CCCCC1CCN(CC1)C(=O)OC(C)(C)C